4-amyl-non-2,3-diene C(CCCC)C(=C=CC)CCCCC